C(CCC)NC(C(C)C)=O N-Butyl-2-methylpropionamide